ClC1=CC=C(C=C1)C1=NN=C(C2=CC=CC=C12)NC1CCC(CC1)(O)C trans-4-((4-(4-chlorophenyl)phthalazin-1-yl)amino)-1-methylcyclohexan-1-ol